Cl.NCC(=O)C=1N=CSC1C1CC1 2-amino-1-(5-cyclopropyl-1,3-thiazol-4-yl)ethanone hydrochloride